C(C)OC(CCCCCCCC)=O nonanoic acid-ethyl ester